ClC1=CC=C(C=C1)C1=N[C@H](C=2N(C3=C1C(=C(S3)C)C)C(=NN2)C)CC(=O)NCC2=CC=C(C(=O)NO)C=C2 (S)-4-((2-(4-(4-chlorophenyl)-2,3,9-trimethyl-6H-thieno[3,2-f][1,2,4]triazolo[4,3-a][1,4]diazepin-6-yl)acetamido)methyl)-N-hydroxybenzamide